C(CCCCCC)N1NC(=CC(=N1)C1=CC=CC=C1)C1=CC=CC=C1 2-n-heptyl-4,6-diphenyl-triazine